O1C=NC2=C1C=CC(=C2)C=O 1,3-benzoxazole-5-carbaldehyde